2-methyl-4-phenyl-2,8-diazaspiro[4.5]decan CN1CC2(C(C1)C1=CC=CC=C1)CCNCC2